N1(CCCC1)C=1C=C(CN)C=CC1 3-(pyrrolidine-1-yl)benzylamine